N-(7-cyano-1-(1-methylcyclobutyl)-1H-benzo[d]imidazol-2-yl)-3,3-dimethylbutanamide C(#N)C1=CC=CC2=C1N(C(=N2)NC(CC(C)(C)C)=O)C2(CCC2)C